sodium (S)-3-(3-(1,5-dimethyl-4-oxido-2-oxo-1,2-dihydropyridin-3-yl)ureido)-3-(2',6'-dimethyl biphenyl-3-yl)propanoate CN1C(C(=C(C(=C1)C)[O-])NC(N[C@@H](CC(=O)[O-])C=1C=C(C=CC1)C1=C(C=CC=C1C)C)=O)=O.[Na+].[Na+]